C(C)C=1C=C2C=CC(=NC2=CC1)C1=CC=CC=C1 6-ethyl-2-phenylquinoline